tert-butyl (2-((6-methoxypyridin-3-yl)amino)-2-oxoethyl)(methyl)carbamate COC1=CC=C(C=N1)NC(CN(C(OC(C)(C)C)=O)C)=O